5-(1-((6-fluoro-2,3-dihydrobenzofuran-5-yl)sulfonyl)piperidin-4-yl)-1H-pyrrolo[2,3-c]pyridine FC1=CC2=C(CCO2)C=C1S(=O)(=O)N1CCC(CC1)C=1C=C2C(=CN1)NC=C2